ClC1=C(C(=CC=C1)C)C1=NOC(=C1C1=CC2(C1)CCN(CC2)C=2SC1=C(N2)C(=CC=C1)F)C1CC1 2-(2-(3-(2-Chloro-6-methylphenyl)-5-cyclopropylisoxazol-4-yl)-7-azaspiro[3.5]non-1-en-7-yl)-4-fluorobenzo[d]thiazol